2-((4-fluoro-3-methylphenyl)sulfonylamino)-N-(4-(4-pyridinyl)thiazol-2-yl)benzamide FC1=C(C=C(C=C1)S(=O)(=O)NC1=C(C(=O)NC=2SC=C(N2)C2=CC=NC=C2)C=CC=C1)C